C(C=CC)N1N=NC2=C1C=CC(=C2C)C(CC(=O)OCC)C2=CC=C1CCN(CC1=C2)C(=O)OC(C)(C)C tert-Butyl 7-{1-[1-(but-2-en-1-yl)-4-methyl-1H-benzotriazol-5-yl]-3-ethoxy-3-oxopropyl}-3,4-dihydroisoquinoline-2(1H)-carboxylate